S1C(=CC=C1)C=CC1NCCCC1 2-(Thiophen-2-yl-vinyl)piperidine